C(C)OC(CC(=O)C1=CC=C(C=C1)OCC)=O.FC(C=1N=CC(=NC1)CN1CCC2(CN(C2)C(=O)N2CC3(C2)NC(OC3)=O)C1)(F)F 2-[7-[[5-(trifluoromethyl)pyrazin-2-yl]methyl]-2,7-diazaspiro[3.4]octane-2-carbonyl]-7-oxa-2,5-diazaspiro[3.4]octan-6-one ETHYL-3-(4-ETHOXYPHENYL)-3-OXOPROPANOATE